C(C)OC(CCCCCCC/C=C/CCC(OC)OC(CC\C=C\CCCCCCCC(OCC)OCC)OC)OCC (3E)-12,12-diethoxy-3-dodecenylmethoxymethyl ether